P(O)(N)OC(CCC1(SC(=CC1)C=1C=NC=CC1)C=1C=NC=CC1)O 2,5-di(pyridine-3-yl)thiophenepropane-Diol phosphoramidite